C(C)C(=CC(=O)N(C)C)CC diethyl-N,N-dimethylacrylamide